ClC1=C(NC=2C(=NC(=C(N2)NC)C=2C3=C(C=NC2)N(C=N3)C)C(=O)N)C=CC(=C1)N1CCOCC1 3-(2-Chloro-4-morpholino-anilino)-5-(methylamino)-6-(3-methylimidazo[4,5-c]pyridin-7-yl)pyrazin-2-carboxamid